tert-butyl (4-ethynylpiperidin-1-yl)carbamate C(#C)C1CCN(CC1)NC(OC(C)(C)C)=O